2,3-dihydro-1H-pyrrolo[4,3-f]quinoline-4-carboxylic acid methyl ester COC(=O)C=1C2=C(C=3C=CC=NC3C1)CNC2